2-methyl-[4-methylthiophenyl]2-morpholinyl-1-propanone CC(C(=O)C=1SC=C(C1)C)(C)N1CCOCC1